2-[2-(2,6-dioxopiperidin-3-yl)-1-oxo-2,3-dihydro-1H-isoindol-4-yl]acetaldehyde O=C1NC(CCC1N1C(C2=CC=CC(=C2C1)CC=O)=O)=O